COC(=O)C1=CNC(C=C1C(F)(F)F)=O 6-oxo-4-(trifluoromethyl)-1,6-dihydropyridine-3-carboxylic acid methyl ester